O1N[C@H](CC1)C=1C=C(C=CC1)C1=CC(=CC=C1)C(=O)N(C)C (R)-3'-(isoxazolidin-3-yl)-N,N-dimethyl-[1,1'-biphenyl]-3-carboxamide